[Na+].OC(CCC(=O)[O-])C 4-hydroxypentanoic acid sodium salt